(2-((5-bromo-2-((2-methyl-2H-indazol-6-yl)amino)pyrimidine-4-yl)amino)phenyl)methylsulfonamide BrC=1C(=NC(=NC1)NC=1C=CC2=CN(N=C2C1)C)NC1=C(C=CC=C1)CS(=O)(=O)N